CC1=C(C(NC2=CC=NC=C12)=O)CC(=O)OC methyl 2-(4-methyl-2-oxo-1H-1,6-naphthyridin-3-yl)acetate